BrC=1C=CC=2N(C1)C=C(N2)CNC(=O)C=2C=1C=NNC1C=CC2 N-({6-bromoimidazo[1,2-a]pyridin-2-yl}methyl)-1H-indazole-4-carboxamide